Trimethyl-bisphenol A CC=1C(=C(C(=C(O)C1)C)C)C(C)(C)C1=CC=C(C=C1)O